ClC1=C(OCC(=O)[O-])C=CC(=C1)Cl.C(C)[NH+](CC)CC triethylammonium (2,4-dichlorophenoxy)acetate